(-)-1-(4-Fluorophenyl)-3-[(3S*,4R*)-4-(4-methylsulfinylphenyl)-2-oxopyrrolidin-3-yl]urea FC1=CC=C(C=C1)NC(=O)N[C@@H]1C(NC[C@H]1C1=CC=C(C=C1)S(=O)C)=O |o1:11,15|